C(=O)(O)CC[Si](OCCOC)(OCCOC)C1=CC=CC=C1 beta-carboxyethyl-phenyl-bis(2-methoxyethoxy)silane